5-(2,6-dichloro-4-nitrophenoxy)-3,3-difluoroindol-2-one ClC1=C(OC=2C=C3C(C(NC3=CC2)=O)(F)F)C(=CC(=C1)[N+](=O)[O-])Cl